OXIRANE-2,3-DICARBOXYLIC ACID MONOMETHYL ESTER COC(=O)C1OC1C(=O)O